N-[(1S)-1-(4,4-difluorocyclohexyl)-2-[4-(3,5-dimethyl-1H-pyrazol-4-yl)anilino]-2-oxo-ethyl]-2-methyl-pyrazole-3-carboxamide FC1(CCC(CC1)[C@@H](C(=O)NC1=CC=C(C=C1)C=1C(=NNC1C)C)NC(=O)C=1N(N=CC1)C)F